dimethyl-(10H-indenobenzothiophene) CC1(C=2C=CC=CC2C2=C1C1=C(C=CS1)C=C2)C